C1CC12NCC[C@@H](C2)N2C=CC1=C2N=NC(=C1)C1=C(C=C(C=C1)N1N=NC(=C1)C)O 2-{7-[(7S)-4-azaspiro[2.5]oct-7-yl]-7H-pyrrolo[2,3-c]pyridazin-3-yl}-5-(4-methyl-1H-1,2,3-triazol-1-yl)phenol